CN(C(C=C)=O)C1=CC=CC=C1 N-Methyl-N-phenylacrylamid